CC(S(=O)(=O)OCCCCCCCCCCCC)CO.[Na] Natrium Lauryl Methylisethionate